tert-Butyl (5'-oxo-5'H,7'H-spiro[cyclopropane-1,8'-pyrano[4,3-b]pyridin]-2'-yl)carbamate O=C1OCC2(C3=NC(=CC=C31)NC(OC(C)(C)C)=O)CC2